(9-Phenyl-9H-carbazol-2-yl)triphenylamine C1(=CC=CC=C1)N1C2=CC=CC=C2C=2C=CC(=CC12)C1=C(C=CC=C1)N(C1=CC=CC=C1)C1=CC=CC=C1